COC(=O)C=1N=NC(=CC1C)NC(=O)C1CC1.C1(CC1)C(=O)NC1=CC(=C(N=N1)C(=O)N)C 6-(cyclopropanecarboxamido)-4-methylpyridazine-3-carboxamide Methyl-6-(cyclopropanecarboxamido)-4-methylpyridazine-3-carboxylate